ClC1=C(C=C(C(=C1)NC(=O)N1[C@@H]2CC[C@H]1CC=1C(=NC=CC12)F)F)C=1C=CC(=NC1)OCCN(C(OC(C)(C)C)=O)C tert-butyl (2-((5-(2-chloro-5-fluoro-4-((5R,8S)-1-fluoro-6,7,8,9-tetrahydro-5H-5,8-epiminocyclohepta[c]pyridine-10-carboxamido)phenyl)pyridin-2-yl)oxy)ethyl)(methyl)carbamate